CNS(=O)(=O)C1=CC(=C(C=C1)NC1=NC=C(C=C1)C(F)(F)F)C=1N=C2N(C1C)CCC2 N-Methyl-3-(3-methyl-6,7-dihydro-5H-pyrrolo[1,2-a]imidazol-2-yl)-4-[[5-(trifluoromethyl)-2-pyridyl]amino]benzenesulfonamide